C(C=C)(=O)OCCCCCC1=CC=C2C=CC3=CC=CC4=CC=C1C2=C34 5-(1-pyrenyl)pentyl acrylate